BrC=1C(=NN(C1C)C)C(CCN1CCOCC1)O 1-(4-bromo-1,5-dimethyl-1H-pyrazol-3-yl)-3-(morpholin-4-yl)propan-1-ol